6-(1-Aminoethyl)pyridin-2(1H)-one Hydrobromide Br.NC(C)C1=CC=CC(N1)=O